ClC=1C(=C(C=CC1OCC1CC1)NC=1C2=C(N=CN1)C=CC(=N2)N2C1CN(CC2CC1)C(=O)OC(C)(C)C)F tert-Butyl 8-(4-((3-chloro-4-(cyclopropylmethoxy)-2-fluorophenyl)amino)pyrido[3,2-d]pyrimidin-6-yl)-3,8-diazabicyclo[3.2.1]octane-3-carboxylate